ClC1=C(C=CC=C1F)C1=CC=CC2=C1NC(=NS2(=O)=O)NCCC2=C(C=CC=C2)OC 5-(2-chloro-3-fluorophenyl)-3-((2-methoxyphenylethyl)amino)-4H-benzo[e][1,2,4]thiadiazine 1,1-dioxide